OC[C@@H](CB(O[C@@H](C)CC(C)(C)O)O)C=1C=NC=C(C1)C1=CC(=C(C=C1)OC)OCCC (S)-4-hydroxy-4-methylpentan-2-yl hydrogen ((S)-3-hydroxy-2-(5-(4-methoxy-3-propoxyphenyl)pyridin-3-yl)propyl)boronate